(R)-(3-(1-amino-8-azaspiro[4.5]dec-8-yl)-6-(2,3-dichloropyridin-4-yl)-5-methylpyrazin-2-yl)methanol N[C@@H]1CCCC12CCN(CC2)C=2C(=NC(=C(N2)C)C2=C(C(=NC=C2)Cl)Cl)CO